(1-cyanocyclobutyl)-6-methyl-4-[(1-methylcyclopropyl)amino]furo[2,3-d]pyrimidine-5-carboxamide C(#N)C1(CCC1)C=1N=C(C2=C(N1)OC(=C2C(=O)N)C)NC2(CC2)C